NC1=CC=C(C=N1)NC=C1C(C(C(C(C1=O)=CNC=1C=NC(=CC1)N)=O)=CNC=1C=NC(=CC1)N)=O 2,4,6-tri{[(6-aminopyridine-3-yl)amino]methylene}benzene-1,3,5-trione